BrC1=NC(=CC(=C1)NCC=1N=C2N(C=C(C=C2)C2CC2)C1)C 2-bromo-N-((6-cyclopropylimidazo[1,2-a]pyridin-2-yl)methyl)-6-methylpyridin-4-amine